C1(CCCC1)CN1CC(CCC1)C1=CC=C(C=C1)C1=CC(=CC(=C1)F)F 1-(cyclopentylmethyl)-3-(3',5'-difluoro[1,1'-biphenyl]-4-yl)piperidine